C(C)(=O)N[C@H](C(=O)N[C@H](C(=O)OC([2H])([2H])[2H])CCC(C=[N+]=[N-])=O)CC1=CNC2=CC=CC=C12 Methyl-d3 (S)-2-((S)-2-acetamido-3-(1H-indol-3-yl)propanamido)-6-diazo-5-oxohexanoate